4-[6-amino-5-(2-chloro-4-fluoro-benzyloxy)-pyridin-3-yl]-N-(3-morpholin-4-yl-propyl)-benzamide NC1=C(C=C(C=N1)C1=CC=C(C(=O)NCCCN2CCOCC2)C=C1)OCC1=C(C=C(C=C1)F)Cl